FC=1C=C2[C@H](C3(CCNCC3)CC2=CC1OC)N[S@](=O)C(C)(C)C (R)-N-((S)-5-fluoro-6-methoxy-1,3-dihydrospiro[indene-2,4'-piperidin]-3-yl)-2-methylpropane-2-sulfinamide